4-((fluorosulfonyl)oxy)benzoic acid methyl ester COC(C1=CC=C(C=C1)OS(=O)(=O)F)=O